FC1=C(C(=CC(=C1)N1C(C[C@H](C1)NC=1OC(=NN1)C1CC2(C1)CCC2)=O)F)C2C(NC(CC2)=O)=O 3-(2,6-difluoro-4-((R)-2-oxo-4-((5-(spiro[3.3]heptan-2-yl)-1,3,4-oxadiazol-2-yl)amino)pyrrolidin-1-yl)phenyl)piperidine-2,6-dione